NC1=C(C=C(C=C1)OC1=CC(=CC=C1)C(F)(F)F)C(C)(C)O 2-(2-amino-5-(3-(Trifluoromethyl)phenoxy)phenyl)propan-2-ol